ClC1=C(C=CC=C1)C=1NC(=C(N1)C1=CC=CC=C1)C1=CC=CC=C1.[S].[Ga].[Ag] silver-gallium sulfur 2-(2'-Chlorophenyl)-4,5-diphenylimidazole